(1R,2S,6R)-2-azido-6-(dibenzylamino)cyclohexyl methanesulfonate CS(=O)(=O)O[C@H]1[C@H](CCC[C@H]1N(CC1=CC=CC=C1)CC1=CC=CC=C1)N=[N+]=[N-]